[Si](C)(C)(C(C)(C)C)OC1=NNC(=C1)C(=O)OC methyl 3-((tert-butyldimethylsilyl) oxy)-1H-pyrazole-5-carboxylate